(S)-N-(4-hydroxyphenyl)-N-(4-methylbenzyl)-3-(6-(3-(morpholinomethyl)-1,2,3,4-tetrahydroisoquinoline-2-carbonyl)benzo[d][1,3]dioxol-5-yl)-5,6,7,8-tetrahydroindolizine-1-carboxamide OC1=CC=C(C=C1)N(C(=O)C=1C=C(N2CCCCC12)C1=CC2=C(OCO2)C=C1C(=O)N1CC2=CC=CC=C2C[C@H]1CN1CCOCC1)CC1=CC=C(C=C1)C